(+/-)-4-(4-{[2-(3-methoxy-1H-pyrazol-4-yl)pyrrolidin-1-yl]methyl}phenoxy)benzamide COC1=NNC=C1[C@@H]1N(CCC1)CC1=CC=C(OC2=CC=C(C(=O)N)C=C2)C=C1 |r|